C(C1=CC=CC=C1)OC(=O)N1C(CCCC1)C methyl-piperidine-1-carboxylic acid benzyl ester